FC1(CCN(CC1)C=1C=2N(C=C(N1)NC(C1=C(C=C(C=C1)I)N1CCC3(CC3)CC1)=O)C(=C(N2)C)C)F N-(8-(4,4-difluoropiperidin-1-yl)-2,3-dimethylimidazo[1,2-a]pyrazin-6-yl)-4-Iodo-2-(6-azaspiro[2.5]octane-6-yl)benzamide